C(C)(C)(C)OC(=O)N1C[C@@H]2N(C3=C(OC2)C=C(C(=C3)F)C(=O)O)CC1 (S)-3-(tert-Butyloxycarbonyl)-9-fluoro-1,2,3,4,4a,5-hexahydrobenzo[b]pyrazino[1,2-d][1,4]oxazine-8-carboxylic acid